N,N-dimethyl-1-(5-ethyl-3-methoxy-2-tetradecyloxyphenyl)methanamine N-oxide C[N+](CC1=C(C(=CC(=C1)CC)OC)OCCCCCCCCCCCCCC)(C)[O-]